(E)-3,3-difluoro-1-methylpiperidin-1-ium trifluoroacetate FC(C(=O)[O-])(F)F.FC1(C[NH+](CCC1)C)F